N=C(C(C(O)=O)=N)CC[C@@H]1SC[C@@H]2NC(=O)N[C@H]12 BIS-IMINOBIOTIN